(S)-1-(2,6-dichloro-3-fluorophenyl)-ethanol ClC1=C(C(=CC=C1F)Cl)[C@H](C)O